4-chloro-13,13-dimethyl-2,3,7,10-tetraazatricyclo[7.4.0.02,6]trideca-1(9),3,5,7-tetraen ClC1=NN2C=3C(CCNC3C=NC2=C1)(C)C